ClC=1C=CC2=C(OCCN(S2(=O)=O)[C@@H](C(C)C2=C(C(=CC=C2F)C)C)C2=NNC(O2)=O)C1C(C)(C)O 5-((1S)-1-(7-chloro-6-(2-hydroxypropan-2-yl)-1,1-dioxido-3,4-dihydro-2H-benzo[b][1,4,5]oxathiazepin-2-yl)-2-(6-fluoro-2,3-dimethylphenyl)propyl)-1,3,4-oxadiazol-2(3H)-one